2,6-diisopropyl-4-hydroxybenzoic acid methyl ester COC(C1=C(C=C(C=C1C(C)C)O)C(C)C)=O